OC1=C2C(C[C@@H](OC2=CC(=C1)O)C1=CC(=C(C=C1)O)OC)=O (2R)-5,7-Dihydroxy-2-(4-hydroxy-3-methoxyphenyl)-4-chromanone